(R)-CYCLOHEX-3-ENECARBALDEHYDE [C@@H]1(CC=CCC1)C=O